4-(4,5-dichloro-2-(4-fluoro-2-methoxyphenoxy)benzamido)benzoic acid ClC1=CC(=C(C(=O)NC2=CC=C(C(=O)O)C=C2)C=C1Cl)OC1=C(C=C(C=C1)F)OC